CC(C(=O)NC1CCN(CC1)C)(COC1=NC=C(C=C1C(F)(F)F)C)C 2,2-dimethyl-3-((5-methyl-3-(trifluoromethyl)pyridin-2-yl)oxy)-N-(1-methylpiperidin-4-yl)propionamide